boron bicyclo(3.3.1)nonane C12CCCC(CCC1)C2.[B]